C(C)OC(=O)C1=CSC(=C1)CN1C(N(C=2N=C(NC(C12)=O)N)[C@@H]1O[C@@H]([C@H]([C@H]1O)F)CO)=O Ethyl-5-((2-Amino-9-((2R,3S,4S,5R)-4-fluoro-3-hydroxy-5-(hydroxymethyl)tetrahydrofuran-2-yl)-6,8-dioxo-1,6,8,9-tetrahydro-7H-purin-7-yl)methyl)thiophen-3-carboxylat